(8-(4-fluoro-2-isopropoxyphenyl)quinazolin-2-yl)-4-methylbenzene-1,3-diamine hydrochloride Cl.FC1=CC(=C(C=C1)C=1C=CC=C2C=NC(=NC12)C1=C(C=CC(=C1N)C)N)OC(C)C